CC1OC(C(OC1)=O)=O 5-methyl-1,4-dioxane-2,3-dione